3-bromo-N-(4-(chlorodifluoromethoxy)phenyl)-4-(methylamino)-5-nitrobenzamide BrC=1C=C(C(=O)NC2=CC=C(C=C2)OC(F)(F)Cl)C=C(C1NC)[N+](=O)[O-]